NC1=CC(=C(N=N1)C=1CCN(CC1)C(=O)OC(C)(C)C)C tert-butyl 4-(6-amino-4-methyl-pyridazin-3-yl)-3,6-dihydro-2H-pyridine-1-carboxylate